CC1C(CC(CC1)C(=C)C)=O 2-methyl-5-(1-methyl-vinyl)cyclohexanone